O=S oxysulfide